C1(CC1)N1C2=NC(=NC(=C2N=C1C1=CC=NC=C1)N1CCOCC1)N1N=CC=C1 4-(9-cyclopropyl-2-(1H-pyrazol-1-yl)-8-(pyridin-4-yl)-9H-purin-6-yl)morpholine